C(C)OC(=O)C1=C(C=C(C=C1)NC(CCC(=O)N1CCN(CC1)C1=C(C=C2C(C(=CN(C2=C1)CC)C(=O)O)=O)F)=O)O 7-(4-(4-((4-(Ethoxycarbonyl)-3-hydroxyphenyl)amino)-4-oxobutanoyl)piperazin-1-yl)-1-ethyl-6-fluoro-4-oxo-1,4-dihydroquinoline-3-carboxylic acid